acryloxyspiro[indoline-2,3'-[3H]-naphtho[2,1-b](1,4)oxazine] C(C=C)(=O)OC1=NC2=C(OC13NC1=CC=CC=C1C3)C=CC3=CC=CC=C32